C(C)(C)(C)C(C(=O)[O-])(C(=O)[O-])CC tert.Butyl-ethylmalonat